rel-(3R,5S)-5-{2-[(4-sulfamoylphenyl)amino]pyrimidin-5-yl}oxolan-3-yl N-isopropylcarbamate C(C)(C)NC(O[C@H]1CO[C@@H](C1)C=1C=NC(=NC1)NC1=CC=C(C=C1)S(N)(=O)=O)=O |o1:6,9|